tert-butyl 4-(4-((5-amino-2-(pyridin-4-yl)phenyl)ethynyl)phenyl)piperidine-1-carboxylate NC=1C=CC(=C(C1)C#CC1=CC=C(C=C1)C1CCN(CC1)C(=O)OC(C)(C)C)C1=CC=NC=C1